FC1=C(C=CC(=C1)F)C1N(CCCC1)C1=CC(=C(C(=O)N[C@H](C)\C=C\S(=O)(=O)C)C=C1)F 4-(2-(2,4-difluorophenyl)piperidin-1-yl)-2-fluoro-N-((R,E)-4-(methylsulfonyl)but-3-en-2-yl)benzamide